methyl-2-(methylamino)ethyl-amine CNCCNC